FC1=CC(=C(C=C1)NC=1C2=C(N=CN1)SC(=N2)C(=O)NC2CCNCC2)OC(C)C 7-{[4-fluoro-2-(propan-2-yloxy)phenyl]amino}-N-(piperidin-4-yl)[1,3]thiazolo[5,4-d]pyrimidine-2-carboxamide